Methyl 4-[1-(4-fluorophenyl)-2-(2-methoxy-1,1-dimethyl-ethyl)-6-methyl-5-nitro-pyrrolo[2,3-b]pyridin-3-yl]benzoate FC1=CC=C(C=C1)N1C(=C(C=2C1=NC(=C(C2)[N+](=O)[O-])C)C2=CC=C(C(=O)OC)C=C2)C(COC)(C)C